2-(diethylamino)-N-(6-(1-methyl-1H-1,2,3-triazol-4-yl)isoquinolin-3-yl)acetamide C(C)N(CC(=O)NC=1N=CC2=CC=C(C=C2C1)C=1N=NN(C1)C)CC